FC1(CCC(CC1)[C@H](NC(OCC1=CC=CC=C1)=O)C=1N=C2N(N=CC(=N2)C2(CCOCC2)C(NCC(C)(F)F)=O)C1)F Benzyl N-[(S)-(4,4-difluorocyclohexyl){3-[4-(2,2-difluoropropylcarbamoyl)-tetrahydropyran-4-yl]imidazo[1,2-b][1,2,4]triazin-6-yl}methyl]carbamate